C(C1=CC=CC=C1)SC(CCC(CC(=O)OC)([2H])[2H])CCSCC1=CC=CC=C1 methyl 6,8-bis(benzylsulfanyl)-3,3-dideuterio-octanoate